2-ethylbutyl ((((3aS,4R,6S,6aS)-6-(4-aminopyrrolo[2,1-f][1,2,4]triazin-7-yl)-4-cyano-2,2-dimethyltetrahydrofuro[3,4-d][1,3]dioxol-4-yl)methoxy)(4-nitrophenoxy)phosphoryl)-L-alaninate NC1=NC=NN2C1=CC=C2[C@@H]2O[C@]([C@@H]1[C@H]2OC(O1)(C)C)(C#N)COP(=O)(OC1=CC=C(C=C1)[N+](=O)[O-])N[C@@H](C)C(=O)OCC(CC)CC